Sodium 2,2',2''-((Nitrilotris(ethane-2,1-diyl))-tris(sulfanediyl))triacetate N(CCSCC(=O)[O-])(CCSCC(=O)[O-])CCSCC(=O)[O-].[Na+].[Na+].[Na+]